ethyl ethylthiosulfonate (S-ethyl ethanesulfonothioate) C(C)S=S(=O)(O)CC.C(C)S(=S)(=O)OCC